C(CS)(=O)O.C(CS)(=O)O.C(CS)(=O)O.N(CCO)(CCO)CCO triethanolamine tri(thioglycolate)